NC1=C2N=CN(C2=NC(=N1)F)[C@H]1C[C@@H]([C@@](O1)(C#C)CO[P@](=O)(OC1=CC=CC=C1)N[C@@H](CC1=CC=CC=C1)C(=O)OC(C)C)OC(=O)OCCCCCCCCCC Isopropyl ((S)-(((2R,3S,5R)-5-(6-amino-2-fluoro-9H-purin-9-yl)-3-(((decyloxy)carbonyl)oxy)-2-ethynyltetrahydrofuran-2-yl)methoxy)(phenoxy)phosphoryl)-L-phenylalaninate